C(C)C1=C(C(=O)N2CCC(CC2)C2=CC=C(C#N)C=C2)C=C(C(=C1)C)C1=NN=C(N1)N1CCOCC1 4-(1-(2-ethyl-4-methyl-5-(5-morpholino-4H-1,2,4-triazol-3-yl)benzoyl)piperidin-4-yl)benzonitrile